FC1=CC(=C(C=2C=3C(C(NC12)(C)C)=CNN3)C)C3=C1C=CN(C1=CC(=C3)F)S(=O)(=O)C 6-fluoro-8-(6-fluoro-1-methylsulfonylindol-4-yl)-4,4,9-trimethyl-2,5-dihydropyrazolo[4,3-c]quinoline